2-beta-D-Ribofuranosyl-4-thiazolecarboxamide [C@@H]1([C@H](O)[C@H](O)[C@H](O1)CO)C=1SC=C(N1)C(=O)N